(6-bromopyridin-3-yl)(4-methylpiperazin-1-yl)methanone BrC1=CC=C(C=N1)C(=O)N1CCN(CC1)C